C(C=C)(=O)N1[C@H](CN(CC1)C1=NC=NC2=CC(=C3C(=C12)OCC=C3)C3=CC=CC1=CC=CC=C31)CC#N (S)-2-(1-acryloyl-4-(5-(naphthalen-1-yl)-2H-pyrano[2,3-f]quinazolin-10-yl)piperazin-2-yl)acetonitrile